N-isobutyl-3-methyl-5,6-dihydro-4H-thieno[2,3-c]pyrrole-2-carboxamide C(C(C)C)NC(=O)C1=C(C2=C(CNC2)S1)C